7-Propoxy-4-propyl-8-(1,2,3,4-tetrahydroquinolin-1-carbonyl)-2H-chromen-2-one C(CC)OC1=CC=C2C(=CC(OC2=C1C(=O)N1CCCC2=CC=CC=C12)=O)CCC